(R)-(2,2-dimethyl-1,3-dioxolan-4-yl)4-methylbenzenesulfonic acid methyl ester COS(=O)(=O)C1=C(C=C(C=C1)C)[C@H]1OC(OC1)(C)C